CN1C(C(=C(C2=CC=C(C=C12)C(F)(F)F)N1CCC(CC1)(C=1OC2=C(N1)C=C(C=C2)C)C)C#N)=O 1-methyl-4-[4-methyl-4-(5-methyl-1,3-benzoxazol-2-yl)piperidin-1-yl]-2-oxo-7-(trifluoromethyl)-1,2-dihydroquinoline-3-carbonitrile